(2S)-1-(3-(methylsulfonyl)phenoxy)-3-(8-(3-(pyridin-4-yl)benzenesulfonyl)-1-oxa-8-azaspiro[4.5]decan-3-ylamino)propan-2-ol CS(=O)(=O)C=1C=C(OC[C@H](CNC2COC3(C2)CCN(CC3)S(=O)(=O)C3=CC(=CC=C3)C3=CC=NC=C3)O)C=CC1